3-bromo-4-ketovalerate BrC(CC(=O)[O-])C(C)=O